1-(1-methylpiperidin-4-yl)-4-(3,4,5,6-tetrahydropyridine-2-yl)-1H-indole CN1CCC(CC1)N1C=CC2=C(C=CC=C12)C1=NCCCC1